3-((1-(4-chloro-3-fluorophenyl)ethyl)amino)-N-(2-(2-cyano-4,4-difluoropyrrolidin-1-yl)-2-oxoethyl)isonicotinamide ClC1=C(C=C(C=C1)C(C)NC1=C(C(=O)NCC(=O)N2C(CC(C2)(F)F)C#N)C=CN=C1)F